ClC1=CC(=C(CC2CN(C3(CC3)CO2)C(=O)OC(C)(C)C)C(=C1)C)I tert-butyl 6-(4-chloro-2-iodo-6-methylbenzyl)-7-oxa-4-azaspiro[2.5]octane-4-carboxylate